(3aR,5s,6aS)-N-(2-(7-methyl-1H-indazol-3-yl)propan-2-yl)octahydrocyclopenta[c]pyrrole-5-carboxamide CC=1C=CC=C2C(=NNC12)C(C)(C)NC(=O)C1C[C@@H]2[C@@H](CNC2)C1